N-(3-{6-azaspiro[2.5]octan-6-yl}-4-{4-[2-(4,4-difluoropiperidin-1-yl)-6-methylpyrimidin-4-yl]-1H-1,2,3-triazol-1-yl}phenyl)-1-(hydroxymethyl)cyclopropane-1-sulfonamide C1CC12CCN(CC2)C=2C=C(C=CC2N2N=NC(=C2)C2=NC(=NC(=C2)C)N2CCC(CC2)(F)F)NS(=O)(=O)C2(CC2)CO